1-[6-(2-hydroxyphenyl)pyridazin-4-yl]-N-methyl-4-phenyl-N-(piperidin-4-yl)piperidine-4-carboxamide OC1=C(C=CC=C1)C1=CC(=CN=N1)N1CCC(CC1)(C(=O)N(C1CCNCC1)C)C1=CC=CC=C1